C1(CC1)CCCCNC(=O)N1C(CC(CC1)C1=CC2=C(N(C(O2)=O)C)C=C1)(C)C N-(4-Cyclopropylbutyl)-2,2-dimethyl-4-(3-methyl-2-oxo-1,3-benzoxazol-6-yl)piperidine-1-carboxamide